N-ethyl-1-aminobutan C(C)NCCCC